N-tert-pentyl-1,1-diphenylmethanimine-15N C(C)(C)(CC)[15N]=C(C1=CC=CC=C1)C1=CC=CC=C1